5-fluoro-N-(2-hydroxyethyl)-N-isopropylbenzamide FC=1C=CC=C(C(=O)N(C(C)C)CCO)C1